OCCOC1=CC=C(C=C1)C1=C(C(=NC=C1C#N)SCC1=CC=C(C=C1)OC)C#N 4-(4-(2-Hydroxyethoxy)phenyl)-2-((4-methoxybenzyl)thio)pyridine-3,5-dicarbonitrile